BrC1=CN=C2N1C=C(N=C2C)C(=O)OCC ethyl 3-bromo-8-methyl-imidazo[1,2-a]pyrazine-6-carboxylate